4-(4-chloro-6-(tetradecylamino)-1,3,5-triazin-2-yl)-4-ethylmorpholin-4-ium chloride [Cl-].ClC1=NC(=NC(=N1)NCCCCCCCCCCCCCC)[N+]1(CCOCC1)CC